NC1CCC(CC1)CP(OC)(OC)=O dimethyl ((4-aminocyclohexyl)methyl)phosphonate